C(C)(C)(C)N(C([O-])=O)[C@@H](CONC(=O)[C@H]1N2C(N([C@H](CC1)C2)OS(=O)(=O)O)=O)C.C(CCC)[N+](CCCC)(CCCC)CCCC tetrabutylammonium tert-butyl-{(2R)-1-[({[(2S,5R)-7-oxo-6-(sulfooxy)-1,6-diaza-bicyclo[3.2.1]oct-2-yl]carbonyl}amino)oxy]propan-2-yl}carbamate